C(C)OC1=NC=CC=C1C=1C=C(C=2N(N1)C(=NC2C(C)C)C)NCC2=NC=CC=N2 2-(2-ethoxy-3-pyridinyl)-5-isopropyl-7-methyl-N-(pyrimidin-2-ylmethyl)imidazo[1,5-b]pyridazin-4-amine